CN1N=C(C(=C1)C=1C=C2CCC(N(C2=CC1NC1=C(C(C(=O)O)=CC=C1)C(=O)O)C)=O)C 3-((6-(1,3-dimethyl-1H-pyrazol-4-yl)-1-methyl-2-oxo-1,2,3,4-tetrahydroquinolin-7-yl)amino)phthalic acid